4-[6-[1-adamantylmethyl-(methyl)carbamoyl]Pyridazin-3-yl]Piperazine-1-carboxylic acid C12(CC3CC(CC(C1)C3)C2)CN(C(=O)C2=CC=C(N=N2)N2CCN(CC2)C(=O)O)C